CC1=C(C(=C(C(=C1C1=CC=NC=C1)C)C1=CC=NC=C1)C)C1=CC=NC=C1 1,3,5-trimethyl-2,4,6-tri(4-pyridyl)benzene